Cl.ClCCCC1(NC2(CC2)CC1)C(=O)OC 5-methyl 5-(3-chloropropyl)-4-azaspiro[2.4]heptan-5-formate hydrochloride